(2R,3S,4S)-4-hydroxy-2-[(4-methoxyphenyl)methyl]pyrrolidin-3-yl 3-(1,3-thiazol-4-yl)propanoate S1C=NC(=C1)CCC(=O)O[C@H]1[C@H](NC[C@@H]1O)CC1=CC=C(C=C1)OC